SC1(N(C2=CC=CC=C2C1)[2H])C=O 2-mercaptoindolealdehyde-1-d